(s)-1-(1-benzylpyrrolidine-3-yl)-3-(4-fluorophenyl)urea C(C1=CC=CC=C1)N1C[C@H](CC1)NC(=O)NC1=CC=C(C=C1)F